C1=CC=C(C=2SC3=C(C21)C=CC=C3)C=3C=C(C=CC3)C=3C=C(C=CC3)C3=NC(=NC(=N3)C3=CC=CC=C3)C3=CC=CC=C3 2-{3-[3-(dibenzothiophene-4-yl)phenyl]Phenyl}-4,6-diphenyl-1,3,5-triazine